C(C)(=O)N1C(C(C2=CC=CC=C12)=O)=CC1=NC2=CC=C(C=C2C(=C1)C=1C(=NC=CC1)C1=CC=CC=C1)C(=O)N1CCOCC1 1-acetyl-2-((6-(morpholine-4-carbonyl)-4-(2-phenylpyridin-3-yl)quinolin-2-yl)-methylene)indolin-3-one